(1r,4r)-4-(8-amino-1-(4-((5-fluoro-2-methoxybenzamido)methyl)phenyl)imidazo[1,5-a]pyrazin-3-yl)cyclohexane-1-carboxylic acid NC=1C=2N(C=CN1)C(=NC2C2=CC=C(C=C2)CNC(C2=C(C=CC(=C2)F)OC)=O)C2CCC(CC2)C(=O)O